NC1=C(C=CC(=C1)F)C1=C(C=C(C(=C1)Cl)C(=O)NC=1C=NC(=C(C1)C(F)(F)F)NCC#N)F 2'-amino-5-chloro-N-(6-((cyanomethyl)amino)-5-(trifluoromethyl)pyridin-3-yl)-2,4'-difluoro-[1,1'-biphenyl]-4-carboxamide